(±)-(2R,3S)-2-(3-Bromophenyl)-3-hydroxy-3-(3-methoxyphenyl)propanoic acid BrC=1C=C(C=CC1)[C@@H](C(=O)O)[C@@H](C1=CC(=CC=C1)OC)O |r|